(3S)-1-[3-[6-[N-(Cyclopropylmethyl)anilino]-3-pyridyl]azetidine-1-carbonyl]pyrrolidine-3-carboxamide C1(CC1)CN(C1=CC=CC=C1)C1=CC=C(C=N1)C1CN(C1)C(=O)N1C[C@H](CC1)C(=O)N